BrC1=CC=C(C=C1)N(C1=C(C(=O)O)C=C(C=C1C(=O)O)C(C)(C)C)C1=CC=C(C=C1)Br 2-(bis(4-bromophenyl)amino)-5-(tert-butyl)isophthalic acid